O=C1N(C(C=C1)=O)CCC(=O)NCCOCCOCCOCCOCCOCCOCCOCCOCCC(=O)ON1C(CCC1=O)=O 3-(2,5-Dioxo-2,5-dihydro-1H-pyrrol-1-yl)-N-{27-[(2,5-dioxopyrrolidin-1-yl)oxy]-27-oxo-3,6,9,12,15,18,21,24-octaoxaheptacosan-1-yl}propanamide